2-Phenylethanaminium C1(=CC=CC=C1)CC[NH3+]